(2R)-2-[6-(5-Chloro-2-{[(2S)-1-hydroxypropan-2-yl]amino}pyrimidin-4-yl)-1-oxo-2,3-dihydro-1H-isoindol-2-yl]-N-[(1S)-1-(3-fluoro-5-methoxyphenyl)-2-hydroxyethyl]propanamid ClC=1C(=NC(=NC1)N[C@H](CO)C)C1=CC=C2CN(C(C2=C1)=O)[C@@H](C(=O)N[C@H](CO)C1=CC(=CC(=C1)OC)F)C